Cl.NCC1=CN=C(S1)C1=CC=C(OCC2(CC2)CN(C)C)C=C1 1-(1-((4-(5-(aminomethyl)thiazol-2-yl)phenoxy)methyl)cyclopropyl)-N,N-dimethylmethanamine hydrochloride